(R)-4-(4-(4-(4-(6-(2-(2,4-difluorophenyl)-1,1-difluoro-2-hydroxy-3-(1H-tetrazol-1-yl)propyl)pyridin-3-yl)phenyl)piperazin-1-yl)phenyl)-2-neopentyl-2,4-dihydro-3H-1,2,4-triazol-3-one FC1=C(C=CC(=C1)F)[C@](C(F)(F)C1=CC=C(C=N1)C1=CC=C(C=C1)N1CCN(CC1)C1=CC=C(C=C1)N1C(N(N=C1)CC(C)(C)C)=O)(CN1N=NN=C1)O